C(C)(C)(C)N(C(O)=O)C1CC(C1)OC1=CC=C(C=C1)C(C)(C)C1=CC=C(C=C1)OC=1C=NC(=NC1)C1=NOC(=N1)C.ClC(C1=C(C=CC=C1)[Bi](C1=C(C=CC=C1)C)C1=C(C=CC=C1)C)(Cl)Cl trichlorotri(o-tolyl)bismuth tert-butyl-((1r,3r)-3-(4-(2-(4-((2-(5-methyl-1,2,4-oxadiazol-3-yl)pyrimidin-5-yl)oxy)phenyl)propan-2-yl)phenoxy)cyclobutyl)carbamate